ethyl (5-(2-butyl-4-(trifluoromethyl)-7H-pyrrolo[3,4-h]quinolin-8(9H)-yl)-1,3,4-oxadiazole-2-carboxylate) C(CCC)C1=NC2=C3C(=CC=C2C(=C1)C(F)(F)F)CN(C3)C3=NN=C(O3)C(=O)OCC